tert-butyl-but-3-yn-1-yl-carbamic acid C(C)(C)(C)N(C(O)=O)CCC#C